pentaerythritol (3-mercaptoisobutyrate) SCC(C(=O)OCC(CO)(CO)CO)C